NC=1C=C(C=C2C=C(N=CC12)NC(=O)[C@H]1[C@@H](C1)C#N)C=1C=NC=CC1CCO trans-N-[8-amino-6-[4-(2-hydroxyethyl)-3-pyridyl]-3-isoquinolyl]-2-cyano-cyclopropanecarboxamide